ONC(C1=CC=C(C=C1)N1CCCC1)=N N-hydroxy-4-(pyrrolidin-1-yl)benzamidine